(Z) and (E)-10-(hydroxyimino)-1H-spiro[benzo[d]pyrazolo[1,2-a][1,2]diazepine-2,1'-cyclopropane]-5,11(3H,10H)-dione ON=C1C2=C(C(N3N(C1=O)CC1(CC1)C3)=O)C=CC=C2